ClC1=NC=C(C(=C1)N1CC(C1)CC(=O)N1CC2=C3CCCC3=C(N=C2C1)C)OC 2-[1-(2-Chloro-5-methoxy-pyridin-4-yl)-azetidin-3-yl]-1-(5-methyl-3,6,7,8-tetrahydro-1H-2,4-diaza-as-indacen-2-yl)-ethanone